C1=CC=CC=2C3=CC=CC=C3C(C12)OC(N(C1(CCSCC1)C#N)C)=O (9H-fluoren-9-yl)methyl(4-cyanotetrahydro-2H-thiopyran-4-yl)carbamate